BrCC1(CC1)COC1=CC=C(C=C1)S(=O)(=O)NCCCC1=CNC2=CC=C(C=C12)Cl 4-((1-(bromomethyl)cyclopropyl)methoxy)-N-(3-(5-chloro-1H-indol-3-yl)propyl)benzenesulfonamide